S1C(=NC2=C1C=CC=C2)NC2=C(C(=C(N=N2)NC=2SC(=C(N2)C(=O)O)CCCOC2=C(C=C(C=C2)C(N(C)C)=O)F)C)C 2-({6-[(1,3-Benzothiazol-2-yl)amino]-4,5-dimethylpyridazin-3-yl}amino)-5-{3-[4-(dimethylcarbamoyl)-2-fluorophenoxy]propyl}-1,3-thiazole-4-carboxylic acid